2-(((8-(1,3-dimethyl-1H-pyrazol-5-yl)-5-(((5-fluoro-2,3-dihydrobenzofuran-4-yl)methyl)amino)imidazo[1,2-c]pyrimidin-2-yl)methyl)amino)ethane-1-sulfonyl fluoride CN1N=C(C=C1C=1C=2N(C(=NC1)NCC1=C(C=CC3=C1CCO3)F)C=C(N2)CNCCS(=O)(=O)F)C